C(C)(C)(C)OC(=O)N1CC=2C=CC=NC2CC1 tert-butyl-7,8-dihydro-5H-1,6-naphthyridine-6-carboxylate